1-(3-deoxy-β-D-erythro-pentofuranosyl)-1,5-dihydro-4H-imidazo[4,5-c]pyridin-4-one [C@@H]1([C@H](O)C[C@H](O1)CO)N1C=NC=2C(NC=CC21)=O